2-cyclopropyl-2-((3-(methylsulfonyl)-2-nitrophenyl)amino)acetic acid C1(CC1)C(C(=O)O)NC1=C(C(=CC=C1)S(=O)(=O)C)[N+](=O)[O-]